bis(2,2,2-trifluoroethyl) phthalate C(C=1C(C(=O)OCC(F)(F)F)=CC=CC1)(=O)OCC(F)(F)F